ClC=1N=C(C2=C(N1)CN(CC2)C(=O)OC(C)(C)C)NCCC2=C(NC1=CC=C(C=C21)OC)C tert-butyl 2-chloro-4-{[2-(5-methoxy-2-methyl-1H-indol-3-yl)ethyl]amino}-5H,6H,7H,8H-pyrido[3,4-d]pyrimidine-7-carboxylate